S(N)(=O)(=O)C1=CC=C(CCNC(=O)N2CCNCC2)C=C1 N-(4-sulfamoylphenethyl)piperazine-1-carboxamide